(R)-N-(1-(4-chloro-3-fluorophenyl)-2,2,2-trifluoroethylidene)-2-methylpropane-2-sulfinamide ClC1=C(C=C(C=C1)C(C(F)(F)F)=N[S@](=O)C(C)(C)C)F